3-chloro-N-(1-cyanocyclopropyl)-1-(5-(difluoromethyl)-1,3,4-thiadiazol-2-yl)-N-(4-methoxybenzyl)-5-(4-(2-methylpropanethioyl)piperazin-1-yl)imidazo[1,5-a]pyridine-7-sulfonamide ClC1=NC(=C2N1C(=CC(=C2)S(=O)(=O)N(CC2=CC=C(C=C2)OC)C2(CC2)C#N)N2CCN(CC2)C(C(C)C)=S)C=2SC(=NN2)C(F)F